2-[6-(4-chlorophenoxy)-2-(trifluoro-methyl)-3-pyridyl]-1-(1,2,4-triazol-1-yl)propan-2-ol ClC1=CC=C(OC2=CC=C(C(=N2)C(F)(F)F)C(CN2N=CN=C2)(C)O)C=C1